N-(2-((5-methoxy-2-nitrophenyl)amino)ethyl)cyclopentanecarboxamide COC=1C=CC(=C(C1)NCCNC(=O)C1CCCC1)[N+](=O)[O-]